ethyl-benzene oxygen sulfate S(=O)(=O)([O-])[O-].[O+2].C(C)C1=CC=CC=C1